Dinonylamine C(CCCCCCCC)NCCCCCCCCC